5-phenyl-1H,6H-pyrazolo[4,3-d]pyrimidin-7-one C1(=CC=CC=C1)C=1NC(C2=C(N1)C=NN2)=O